FC1=C(C=CC(=N1)C(=O)N)N1CCN(CC1)CC=1C(=C2NC(C(=NC2=CC1)C)=O)F 6-fluoro-5-[4-[(5-fluoro-2-methyl-3-oxo-4H-quinoxalin-6-yl)methyl]piperazin-1-yl]pyridine-2-carboxamide